NC(C(=O)C1=CC2=C(C(=CO2)F)C=C1)C 2-amino-1-(3-fluorobenzofuran-6-yl)propan-1-one